(E)-3-ethoxy-N-(2-fluoro-5-hydroxyphenyl)prop-2-enamide C(C)O/C=C/C(=O)NC1=C(C=CC(=C1)O)F